Cl.FC(C=1C=C(NC2C(NC(CC2)=O)=O)C=CC1C1CCNCC1)F 3-[3-(difluoromethyl)-4-(4-piperidyl)anilino]piperidine-2,6-dione hydrochloride